(1R,3S)-3-{5-[3-(3-formyl-4-hydroxyphenyl)propanamido]-2H-pyrazol-3-yl}cyclopentyl N-isopropylcarbamate C(C)(C)NC(O[C@H]1C[C@H](CC1)C=1NN=C(C1)NC(CCC1=CC(=C(C=C1)O)C=O)=O)=O